diethyl-isopropoxy-methylsilane C(C)[Si](C)(OC(C)C)CC